CN1N=C2C=CC(=CC2=C1)C1=NC[C@@H](CC1)C |r| Rac-2-methyl-5-(5-methyl-3,4,5,6-tetrahydropyridin-2-yl)-2H-indazole